C(C1=CC=CC=C1)OC1=CC(=C(C=C1)C(C(=O)C1=CC=C(C=C1)F)C1=CC=C(C=C1)Br)CO[Si](C)(C)C(C)(C)C 2-(4-(benzyloxy)-2-(((tert-butyldimethylsilyl)oxy)methyl)phenyl)-2-(4-bromophenyl)-1-(4-fluorophenyl)ethan-1-one